methyl-propyl-mercury C[Hg]CCC